FC=1C=CC2=C(CCO2)C1CC1=C(N=C2N1C(=NC=C2)N)C=2N=NNN2 ((5-fluoro-2,3-dihydrobenzofuran-4-yl)methyl)-2-(2H-tetrazol-5-yl)imidazo[1,2-c]pyrimidin-5-amine